benzoylbutyric acid methyl ester COC(C(CC)C(C1=CC=CC=C1)=O)=O